N1=C(N=CC=C1)N1CC2N=C(SCC2C1)N 6-(pyrimidin-2-yl)-4,4a,5,6,7,7a-hexahydropyrrolo[3,4-d][1,3]thiazin-2-amine